(S)-2-((tert-butoxycarbonyl)amino)-3-(6-(pyridin-2-yl)-1,2,4,5-tetrazin-3-yl)propanoic acid C(C)(C)(C)OC(=O)N[C@H](C(=O)O)CC=1N=NC(=NN1)C1=NC=CC=C1